1,3,3a,4,5,9b-hexahydro-7-ethyl-5-(tetrahydro-2,5-di-acetoxy-3-furanyl)-naphtho[1,2-c]-furan-1,3-dione C(C)C=1C=C2C(CC3C(C(OC3=O)=O)C2=CC1)C1C(OC(C1)OC(C)=O)OC(C)=O